C(C)(CCCCCCCCC)O s-undecyl alcohol